C(CC1=CC=CC=C1)O (R)-phenethyl alcohol